NC1=CC2=CN(N=C2C=C1OC)C1CCC2(CCN(CC2)C(=O)[O-])CC1 9-(5-amino-6-methoxy-2H-indazol-2-yl)-3-azaspiro[5.5]undecan-3-carboxylate